ClC1=C(C(=O)NC)C=CC(=C1)NC=1C=2N(C=CN1)C(=CN2)C=2C(=NN(C2)CCCC#N)C(F)(F)F 2-chloro-4-[[3-[1-(3-cyanopropyl)-3-(trifluoromethyl)pyrazol-4-yl]imidazo[1,2-a]pyrazin-8-yl]amino]-N-methylbenzamide